1,4-bis(acryl)homopiperazine Hexenyl-3-cis-salicylate ((Z)-hex-3-en-1-yl-2-hydroxybenzoate) C(C\C=C/CC)C=1C(=C(C(=O)O)C=CC1)O.C(=CCCCC)OC=1C(C(=O)O)=CC=CC1.C(=O)(C=C)N1CCN(CCC1)C(=O)C=C